(R or S)-N-(1-(6-(2-cyano-6-fluorophenyl)-1-neopentyl-1H-indol-3-yl)ethyl)cyclopropanesulfonamide C(#N)C1=C(C(=CC=C1)F)C1=CC=C2C(=CN(C2=C1)CC(C)(C)C)[C@@H](C)NS(=O)(=O)C1CC1 |o1:23|